1-((4-(2-chlorophenyl)-3,6-dihydropyridin-1(2H)-yl)sulfonyl)-3-methyl-1H-imidazol-3-ium ClC1=C(C=CC=C1)C=1CCN(CC1)S(=O)(=O)N1C=[N+](C=C1)C